2-(4-chlorophenyl)-N-(2-(dimethylamino)ethyl)-5-(2-nitrophenyl)Oxazole-4-carboxylic acid amide ClC1=CC=C(C=C1)C=1OC(=C(N1)C(=O)NCCN(C)C)C1=C(C=CC=C1)[N+](=O)[O-]